4-(2-Chlorophenyl)-1-(((2R)-2-hydroxypropyl)amino)-6-(trifluoromethyl)-3H-pyrido[1,2-c]pyrimidin-3-one ClC1=C(C=CC=C1)C1=C2N(C(=NC1=O)NC[C@@H](C)O)C=CC(=C2)C(F)(F)F